N-(1-(3,8-diazabicyclo[3.2.1]octan-3-yl)-6-(8-ethynyl-7-fluoro-3-hydroxynaphthalen-1-yl)-5-fluoro-4-methyl-2,7-naphthyridin-3-yl)methanesulfonamide bis(2,2,2-trifluoroacetate) FC(C(=O)O)(F)F.FC(C(=O)O)(F)F.C12CN(CC(CC1)N2)C2=NC(=C(C1=C(C(=NC=C21)C2=CC(=CC1=CC=C(C(=C21)C#C)F)O)F)C)NS(=O)(=O)C